Cl.BrC1=CC=C(C=C1)C1=CC=C(N1C1=C(C=CC=C1)C(F)(F)F)C1=CC(=C(C(=O)NCCN(C)C)C=C1)Cl 4-[5-(4-bromophenyl)-1-[2-(trifluoromethyl)phenyl]pyrrol-2-yl]-2-chloro-N-[2-(dimethylamino)ethyl]benzamide hydrochloride